Tert-Butyl-4-[2-([[4-(3-Ethynyl-4-Methylbenzamido)-2-(Trifluoromethyl)Phenyl]Methyl] Amino)Ethyl]Piperazine-1-Carboxylate C(C)(C)(C)OC(=O)N1CCN(CC1)CCNCC1=C(C=C(C=C1)NC(C1=CC(=C(C=C1)C)C#C)=O)C(F)(F)F